allyl-methyl-bis(chloromethyl)silane C(C=C)[Si](CCl)(CCl)C